COC1=CC=C(C=C1)CN(C=1SC=C(N1)COC1=CC(=CC=C1)OC)CC1=CC=C(C=C1)OC N,N-bis(4-methoxyphenylmethyl)-4-((3-methoxyphenoxy)methyl)thiazol-2-amine